Cl.C1(CCC12CNCC2)N 6-azaspiro[3.4]octane-1-amine hydrochloride